(±)-Diethyl 2-(3-hexylundecan-2-yl)malonate C(CCCCC)C(C(C)C(C(=O)OCC)C(=O)OCC)CCCCCCCC